9,9'-(5-(4,6-diphenyl-1,3,5-triazin-2-yl)-1,3-phenylene)bis(3-(pyridin-4-yl)-9H-carbazole) C1(=CC=CC=C1)C1=NC(=NC(=N1)C1=CC=CC=C1)C=1C=C(C=C(C1)N1C2=CC=CC=C2C=2C=C(C=CC12)C1=CC=NC=C1)N1C2=CC=CC=C2C=2C=C(C=CC12)C1=CC=NC=C1